N-((2,2-Difluorobenzo[d][1,3]dioxol-4-yl)methyl)-4-(3-fluoropyridin-4-yl)piperazine-1-carboxamide FC1(OC2=C(O1)C=CC=C2CNC(=O)N2CCN(CC2)C2=C(C=NC=C2)F)F